N-(2-(2-(1-methyl-1H-pyrazol-4-yl)ethoxy)-6-morpholinopyrimidin-4-yl)-2-(m-tolyl)acetamide CN1N=CC(=C1)CCOC1=NC(=CC(=N1)NC(CC=1C=C(C=CC1)C)=O)N1CCOCC1